tert-Butyl 6-(4-methoxypiperidin-1-yl)quinoline-4-carboxylate COC1CCN(CC1)C=1C=C2C(=CC=NC2=CC1)C(=O)OC(C)(C)C